N-(3-fluoro-2-methoxyphenyl)-4-({[3-(2-methoxyethoxy)pyridin-4-yl]methyl}amino)-2-oxo-1,2,5,6-tetrahydropyridine-3-carbothioamide FC=1C(=C(C=CC1)NC(=S)C=1C(NCCC1NCC1=C(C=NC=C1)OCCOC)=O)OC